CC1=CC=C2C(=NNC2=C1)C#N 6-methyl-1EZ-indazole-3-carbonitrile